perfluorophenyl 3-((diethoxyphosphoryl)methyl)isoquinoline-6-carboxylate C(C)OP(=O)(OCC)CC=1N=CC2=CC=C(C=C2C1)C(=O)OC1=C(C(=C(C(=C1F)F)F)F)F